ethyl 4-(1-hydroxy-1-methylethyl)-2-propyl-1H-imidazole-5-carboxylate OC(C)(C)C=1N=C(NC1C(=O)OCC)CCC